ClC1=CC=C2C=CC(=C3C4=C(C=CC5=CC=C(C(C1=C23)=C45)Cl)Cl)Cl 1,6,7,12-tetrachloroperylene